FC1=CC(=C(C=C1C1=NN(C=C1)C)O)C1=NC=C(N=C1)N(C)[C@H]1[C@H]([C@@H]2CCC(C1)N2)F 4-fluoro-2-(5-{[(1S,2S,3R)-2-fluoro-8-azabicyclo[3.2.1]octan-3-yl](methyl)amino}pyrazin-2-yl)-5-(1-methyl-1H-pyrazol-3-yl)phenol